COC1=C(C=C(C=C1)C=CC(=O)C1=CC=C(C(=O)O)C=C1)C=1SC=CC1 4-[3-(4-Methoxy-3-thiophen-2-ylphenyl)prop-2-enoyl]benzoic acid